[PH2](=O)[O-].[NH4+] Ammonium hypophosphit